C(C)(C)(C)OC(=O)N1CC(C1)CC(F)(F)C1=C(C(=CC=C1)C(C)=O)F 3-(2-(3-acetyl-2-fluorophenyl)-2,2-difluoroethyl)azetidine-1-carboxylic acid tert-butyl ester